C(CCCC(=O)OC)(=O)OC dimethyl glutarate